NC1=C(OC(=C1)C)C=O 3-AMINO-5-METHYL-2-FURANCARBOXALDEHYDE